C(C)(C)(C)C1=CC=C(/C=C/C2OC(C2)(C)C)C=C1 (E)-2-(4-(tert-butyl)styryl)-4,4-dimethyloxetane